phenethyl-trimethyl-ammonium bromide [Br-].C(CC1=CC=CC=C1)[N+](C)(C)C